N-benzyl-1-(trimethylsilyl)-methylamine C(C1=CC=CC=C1)NC[Si](C)(C)C